C(C1=CC=CC=C1)C1C(N(C(N1C(C1=NC=CC=C1)=O)(C)C)CCCC)=O 5-benzyl-3-butyl-2,2-dimethyl-1-picolinoylimidazolidin-4-one